4-(3-(4-Fluorophenyl)-4-oxo-7-(piperazin-1-yl)-3,4-dihydroquinazolin-2-yl)benzonitrile FC1=CC=C(C=C1)N1C(=NC2=CC(=CC=C2C1=O)N1CCNCC1)C1=CC=C(C#N)C=C1